4-(((tert-butoxycarbonyl)(methyl)amino)methyl)-2-(hydroxymethyl)benzoic acid C(C)(C)(C)OC(=O)N(C)CC1=CC(=C(C(=O)O)C=C1)CO